[[6-(difluoromethoxy)-3-morpholinosulfonyl-4-quinolyl]amino]benzoic acid FC(OC=1C=C2C(=C(C=NC2=CC1)S(=O)(=O)N1CCOCC1)NC1=C(C(=O)O)C=CC=C1)F